4-(acetylhydroxymethyl)phenylacetic acid methyl ester COC(CC1=CC=C(C=C1)C(O)C(C)=O)=O